COC=1C(=CC(=NC1)CCC)C#N 5-methoxy-2-propylpyridine-4-carbonitrile